12-(7,8-difluoro-6,11-dihydrodibenzo[b,e]thiepin-11-yl)-4-hydroxy-7,8,9,10-tetrahydro-12H-dipyridazino[1,2-a:1',6'-d][1,2,4]triazine-3,5-dione FC1=C(C=CC=2C(C3=C(SCC21)C=CC=C3)C3N2N(C(C=1N3N=CC(C1O)=O)=O)CCCC2)F